7-(4-(7H-pyrrolo[2,3-d]pyrimidin-4-yl)-3,4-dihydro-2H-1,4-thiazin-6-yl)-3,4-dihydroquinolin-2(1H)-one N1=CN=C(C2=C1NC=C2)N2CCSC(=C2)C2=CC=C1CCC(NC1=C2)=O